8-(1-(but-2-ynoyl)piperidin-4-yl)-2-(4-phenoxyphenyl)-5,6,7,8-tetrahydroimidazo[1,2-b]pyridazine-3-carboxamide C(C#CC)(=O)N1CCC(CC1)C1C=2N(NCC1)C(=C(N2)C2=CC=C(C=C2)OC2=CC=CC=C2)C(=O)N